FC1C(NC(NC1)=O)=O 5-fluoro-5,6-dihydrouracil